C1(CCCCC1)[C@@H](C(=O)N1CCN(CC1)C(=O)C=1N(C2=CC(=C(C=C2C1)F)F)CCOCCO)NC(=O)[C@H](C)N(C(OC(C)(C)C)=O)C tert-Butyl N-[(1S)-1-{[(1S)-1-cyclohexyl-2-[4-({5,6-difluoro-1-[2-(2-hydroxyethoxy)ethyl]-1H-indol-2-yl}carbonyl)piperazin-1-yl]-2-oxoethyl]carbamoyl}ethyl]-N-methylcarbamate